trans-tert-butyl 3-((3-(N-(tert-butyl) sulfamoyl)-4-(2-(4-((isopropoxycarbonyl) amino) cyclohexyl) thiazol-5-yl) phenyl) amino)-1H-pyrazole-1-carboxylate C(C)(C)(C)NS(=O)(=O)C=1C=C(C=CC1C1=CN=C(S1)[C@@H]1CC[C@H](CC1)NC(=O)OC(C)C)NC1=NN(C=C1)C(=O)OC(C)(C)C